5-fluoro-8-(4-fluorophenyl)-9-(1-(2-hydroxyethyl)-2,4-imidazolinedione-3-yl)-8,9-dihydro-2H-pyrido[4,3,2-de]phthalazin-3(7H)-one FC=1C=C2C=3C(=NNC(C3C1)=O)C(C(N2)C2=CC=C(C=C2)F)N2C(N(CC2=O)CCO)=O